ethyl 6,8-dimethyl-sulfonyloxy-octanoate CS(=O)(=O)OC(CCCCC(=O)OCC)CCOS(=O)(=O)C